ClC=1C=CC(=C(C1)C1=CC2=C(OCCN2C2=CC(=NC=C2)NC(C=C)=O)C=N1)F N-{4-[7-(5-chloro-2-fluorophenyl)-1H,2H,3H-pyrido[3,4-b][1,4]oxazin-1-yl]pyridin-2-yl}prop-2-enamide